C(C)(C)N1C=NC2=C1C(=NC(=C2)C(=O)OC)C=2C=NC=NC2 methyl 3-isopropyl-4-(pyrimidin-5-yl)-3H-imidazo[4,5-c]pyridine-6-carboxylate